benzyl (2S,3R)-3-({2-[(tert-butoxycarbonyl)amino]-1,3-thiazol-5-yl} methyl)-1-[(diphenylmethyl)carbamoyl]-4-oxoazetidine-2-carboxylate C(C)(C)(C)OC(=O)NC=1SC(=CN1)C[C@@H]1[C@H](N(C1=O)C(NC(C1=CC=CC=C1)C1=CC=CC=C1)=O)C(=O)OCC1=CC=CC=C1